3-(4,4,5,5-tetramethyl-1,3,2-dioxaborolan-2-yl)-1-(2,2,2-trifluoroethyl)-1H-pyrazole CC1(OB(OC1(C)C)C1=NN(C=C1)CC(F)(F)F)C